O1C(=NC2=C1C=CC=C2)CCCCCCCC\C=C/CCCCCCCCCCCCC(C(=O)ON2CCC2)CCCCCC\C=C/CCCCCCCC AZETIDINYL BENZOXAZOLEErucyl-oleat